FC=1C(=CC(=C(C1)B1OC(C(O1)(C)C)(C)C)C)C1(CCCC1)C 2-[5-fluoro-2-methyl-4-(1-methylcyclopentyl)phenyl]-4,4,5,5-tetramethyl-1,3,2-dioxaborolane